N1(C=NC=C1)C1CCC(CC1)OC1=NC2=CC(=NC=C2C=C1C(=O)NOC)N1CCOCC1 (((1s,4s)-4-(1H-imidazol-1-yl)cyclohexyl)oxy)-N-methoxy-7-morpholino-1,6-naphthyridine-3-carboxamide